N[C@@H]1CN(CC1)CC1=CC=2C(=CN=C(C2C2=CC(=C(C#N)C=C2)F)C2=C(C=C(C=C2)OC)C)N1C (S)-4-(2-((3-aminopyrrolidin-1-yl)methyl)-5-(2-methyl-4-methoxyphenyl)-1-methyl-1H-pyrrolo[2,3-c]pyridin-4-yl)-2-fluorobenzonitrile